CC(C#C)(C)NC(=O)C1=NC=CC(=C1)NC(CC1=CC2=C(C(C(O2)=O)(C)C)C=C1F)=O N-(1,1-dimethylprop-2-ynyl)-4-[[2-(5-fluoro-3,3-dimethyl-2-oxo-benzofuran-6-yl)acetyl]amino]pyridine-2-carboxamide